2-[[5-(trifluoromethyl)pyrimidin-2-yl]methyl]-2,6-diazaspiro[3.3]heptane FC(C=1C=NC(=NC1)CN1CC2(C1)CNC2)(F)F